(S)-5-fluoro-1-(4-fluorobenzyl)-N-(5-methyl-4-oxo-2,3,4,5-tetrahydropyrido[3,2-b][1,4]oxazepin-3-yl)-1H-pyrazole-3-carboxamide FC1=CC(=NN1CC1=CC=C(C=C1)F)C(=O)N[C@@H]1C(N(C2=C(OC1)C=CC=N2)C)=O